1-Butyl-2-Methylpyridinium methansulfonat CS(=O)(=O)[O-].C(CCC)[N+]1=C(C=CC=C1)C